FC1(CC(C1)NC(=O)C=1C=NC=C(C1)C1=CC(=CC(=C1)F)F)F N-(3,3-difluorocyclobutyl)-5-(3,5-difluorophenyl)pyridine-3-carboxamide